4-amino-7-chloro-1-(3-methylphenyl)-2-oxo-1,2-dihydroquinoline-3-carbonitrile NC1=C(C(N(C2=CC(=CC=C12)Cl)C1=CC(=CC=C1)C)=O)C#N